O1CC(C1)CN1CNCC12CCC(CC2)C2=CC=CC=C2 (oxetan-3-yl-methyl)-8-phenyl-1,3-diazaspiro[4.5]decan